tert-butyl (2S)-4-(7-(benzyloxy)-2'-(methylsulfinyl)-3,4,5',8'-tetrahydro-2H,6'H-spiro[naphthalene-1,7'-quinazolin]-4'-yl)-2-(cyanomethyl)piperazine-1-carboxylate C(C1=CC=CC=C1)OC1=CC=C2CCCC3(CCC=4C(=NC(=NC4C3)S(=O)C)N3C[C@@H](N(CC3)C(=O)OC(C)(C)C)CC#N)C2=C1